C(C)(CC)N1C(N(C2=C1C=C(C=C2)C(=O)NC2(CS(C2)(=O)=O)C)C2=CC(=CC=C2)OC(F)F)=O 3-(sec-butyl)-1-(3-(difluoromethoxy)phenyl)-N-(3-methyl-1,1-dioxidothietan-3-yl)-2-oxo-2,3-dihydro-1H-benzo[d]imidazole-5-carboxamide